C(C)(C)(C)OC(=O)[C@H]1NC2=CC=CC=C2CC1CC(=O)O (S)-2-(2-(tert-butoxycarbonyl)-1,2,3,4-tetrahydroquinolin-3-yl)acetic acid